2-(hydroxymethyl)aminoethanol OCNCCO